N-(4-cyanobicyclo[2.2.2]octan-1-yl)-4-(furo[3,2-c]pyridin-4-yl)benzamide tert-butyl-3-oxocyclobutane-1-carboxylate C(C)(C)(C)OC(=O)C1CC(C1)=O.C(#N)C12CCC(CC1)(CC2)NC(C2=CC=C(C=C2)C2=NC=CC1=C2C=CO1)=O